CN(CC(=O)NC1C2CC3(CC(CC1C3)C2)C(=O)N)S(N(C2=C(C=C(C=C2Cl)Cl)Cl)C)(=O)=O 4-(2-(methyl(N-methyl-N-(2,4,6-trichlorophenyl)sulfamoyl)amino)acetamido)adamantane-1-carboxamide